4-(Phenylmethylthiomethyl)1,3-dihydroimidazol-2-one C1(=CC=CC=C1)CSCC=1NC(NC1)=O